Methyl (4-(3-amino-7-(4-(methylsulfonyl)phenyl)-1H-indazol-5-yl)pyridin-2-yl)carbamate NC1=NNC2=C(C=C(C=C12)C1=CC(=NC=C1)NC(OC)=O)C1=CC=C(C=C1)S(=O)(=O)C